C(C)(C)C1=NN(C=2C=NN(C(C21)=O)CC(=O)N[C@@H](C)C2=CC=C(C=C2)C)C (S)-2-(3-isopropyl-1-methyl-4-oxo-1,4-dihydro-5H-pyrazolo[3,4-d]pyridazin-5-yl)-N-(1-(p-tolyl)ethyl)acetamide